C(#N)C=1C=CC(=C2C=CC=NC12)N1C[C@@]2(C[C@@]2(C1)C(F)(F)F)C(=O)NNC(=O)C1CCN(CC1)C (1S,5R)-3-(8-Cyanoquinolin-5-yl)-N'-(1-methylpiperidin-4-carbonyl)-5-(trifluoromethyl)-3-azabicyclo[3.1.0]hexane-1-carbohydrazide